(R)-5-(6-(4-(2-methoxy-2-phenylacetyl)piperazin-1-yl)pyridin-3-yl)-7-(1-methyl-1H-pyrazol-4-yl)imidazo[1,2-a]pyridine-3-carbonitrile CO[C@@H](C(=O)N1CCN(CC1)C1=CC=C(C=N1)C1=CC(=CC=2N1C(=CN2)C#N)C=2C=NN(C2)C)C2=CC=CC=C2